FC1=CC2=C(CN(CCC2)C2=C(C(=C(C(=C2)C)NC(CC(C)(C)C)=O)C)C)C=C1 N-(4-(7-fluoro-1,3,4,5-tetrahydro-2H-benzo[c]azepine-2-yl)-2,3,6-trimethylphenyl)-3,3-Dimethylbutanamide